(3-(3-(acryloyloxy)propoxy)-3-oxopropyl)phenylphosphinic acid C(C=C)(=O)OCCCOC(CCP(O)(=O)C1=CC=CC=C1)=O